CC1=CC=CC(=N1)C1=C(C=CC=C1)C1=C(C(=NC(=C1C1=CC=C(C=C1)N1C2=CC=CC=C2C=2C=C(C=CC12)C)C1=CC=C(C=C1)N1C2=CC=CC=C2C=2C=C(C=CC12)C)C1=CC=C(C=C1)N1C2=CC=CC=C2C=2C=C(C=CC12)C)C1=CC=C(C=C1)N1C2=CC=CC=C2C=2C=C(C=CC12)C 9,9',9'',9'''-((4-(2-(6-methylpyridin-2-yl)phenyl)pyridine-2,3,5,6-tetrayl)tetrakis(benzene-4,1-diyl))tetrakis(3-methyl-9H-carbazole)